tert-butyl N-[1-(6-chloro-5-fluoro-1-oxo-2H-2,7-naphthyridin-3-yl)cyclobutyl]carbamate ClC=1C(=C2C=C(NC(C2=CN1)=O)C1(CCC1)NC(OC(C)(C)C)=O)F